2-bromo-5-oxopyrazolo[1,5-a]pyridin BrC=1NN2C(=CC(C=C2)=O)C1